2-(4-fluorophenyl)-2-(1-(4,5,6,7-tetrahydroisoxazolo[4,3-c]pyridine-5-carbonyl)piperidin-4-ylidene)acetonitrile FC1=CC=C(C=C1)C(C#N)=C1CCN(CC1)C(=O)N1CC=2C(CC1)=NOC2